2-[1-[(2S)-2-(tert-butoxy)-2-phenylethyl]-6-(ethoxycarbonyl)-5-methyl-2,4-dioxo-1H,2H,3H,4H-thieno[2,3-d]pyrimidin-3-yl]-2-methylpropanoic acid C(C)(C)(C)O[C@H](CN1C(N(C(C2=C1SC(=C2C)C(=O)OCC)=O)C(C(=O)O)(C)C)=O)C2=CC=CC=C2